N-(2'-fluoro-3'-methoxy-2-methylbiphenyl-3-yl)-1-methyl-4,5,6,7-tetrahydro-1H-imidazo[4,5-c]pyridine-2-carboxamide FC1=C(C=CC=C1OC)C1=C(C(=CC=C1)NC(=O)C=1N(C2=C(CNCC2)N1)C)C